C1(CCCC1)C1=CC=C(C=C1)NC(=O)N1[C@H](CCC1)C(=O)NC1=CC=C(C=C1)C1=CC=C(C=C1)C(=O)O 4'-({1-[(4-cyclopentylphenyl)carbamoyl]-D-prolyl}amino)[1,1'-biphenyl]-4-carboxylic acid